2-chloro-6-[(2R)-2-hydroxy-3-[(2S)-2-(phenylmethyl)pyrrolidin-1-yl]propoxy]benzonitrile ClC1=C(C#N)C(=CC=C1)OC[C@@H](CN1[C@@H](CCC1)CC1=CC=CC=C1)O